CC1=CC=C(C=C1)S(=O)(=O)OCCC1(N=N1)C 2-(3-methyl-3H-diazirin-3-yl)ethyl 4-methylbenzenesulfonate